C1(CCC1)C1(C(NC(N1)=O)=O)C1=CC=C(C=C1)C(=O)N1CCN(CC1)C1=NC=C(C=C1C)C 5-cyclobutyl-5-{4-[4-(3,5-dimethylpyridin-2-yl)piperazine-1-carbonyl]phenyl}imidazolidine-2,4-dione